(R)-1-((4-(6-chloro-8-ethylimidazo[1,2-b]pyridazin-2-yl)-3-fluorophenyl)carbamoyl)pyrrolidin-3-yl acetate C(C)(=O)O[C@H]1CN(CC1)C(NC1=CC(=C(C=C1)C=1N=C2N(N=C(C=C2CC)Cl)C1)F)=O